C1(CC1)OC=1C2=C(N=C(N1)C)CN(C2)C(=O)OC(C)(C)C tert-Butyl 4-cyclopropoxy-2-methyl-5,7-dihydro-6H-pyrrolo[3,4-d]pyrimidine-6-carboxylate